2-(2-(1,3-bis(4-fluorophenyl)-1H-pyrazol-4-yl)vinyl)isonicotinic acid FC1=CC=C(C=C1)N1N=C(C(=C1)C=CC=1C=C(C(=O)O)C=CN1)C1=CC=C(C=C1)F